5-[(2,6-dichlorophenyl)methoxy]-6-methyl-indan-1-one ClC1=C(C(=CC=C1)Cl)COC=1C=C2CCC(C2=CC1C)=O